2-butyl-1,3-propanediol C(CCC)C(CO)CO